C(=O)(O)C(C)OC1=C(C=CC(=C1)OCC=C)C(/C=C/C=1C=C(C(=O)O)C=CC1)=O 3-[(E)-3-[2-(1-Carboxyethoxy)-4-prop-2-enoxyphenyl]-3-oxoprop-1-enyl]benzoic acid